copper bis(3-methacryloxypropionic acid) C(C(=C)C)(=O)OCCC(=O)O.C(C(=C)C)(=O)OCCC(=O)O.[Cu]